3-(2-((5-((R)-1,2-dithiolan-3-yl)pentanoyl)oxy)ethyl)-5-(((3R,4S)-4-ethyl-5-oxotetrahydrofuran-3-yl)methyl)-1-methyl-1H-imidazol-3-ium chloride [Cl-].S1S[C@@H](CC1)CCCCC(=O)OCC[N+]1=CN(C(=C1)C[C@H]1COC([C@H]1CC)=O)C